1-(2-((5-fluoropyrimidin-2-yl)oxy)ethyl)piperidin-4-amine hydrochloride Cl.FC=1C=NC(=NC1)OCCN1CCC(CC1)N